5-bromo-2-cyanophenyl 3-deoxy-3-[4-(4-methylthiazol-2-yl)-1H-1,2,3-triazol-1-yl]-2-O-methyl-1-thio-alpha-D-galactopyranoside CC=1N=C(SC1)C=1N=NN(C1)[C@@H]1[C@H]([C@@H](SC2=C(C=CC(=C2)Br)C#N)O[C@@H]([C@@H]1O)CO)OC